(3S)-7-((2S,5R)-4-acryloyl-2,5-dimethylpiperazin-1-yl)-10-(2,4-difluorophenyl)-3-((2-methoxyethoxy)methyl)-9-(trifluoromethyl)-2H-[1,4]thiazino[2,3,4-ij]quinazolin-5(3H)-one C(C=C)(=O)N1C[C@@H](N(C[C@H]1C)C1=NC(N2C3=C(C(=C(C=C13)C(F)(F)F)C1=C(C=C(C=C1)F)F)SC[C@@H]2COCCOC)=O)C